CN1C(N(CC1(C)C)C1=NC=CC(=N1)C1=NC2=CC(=NC=C2C=C1)CNC(OC(C)(C)C)=O)=O tert-butyl ((2-(2-(3,4,4-trimethyl-2-oxoimidazolidin-1-yl)pyrimidin-4-yl)-1,6-naphthyridin-7-yl)methyl)carbamate